2-[[4-(trifluoro-methylsulfonyl)phenyl]methyl]-2,6-diazaspiro[3.3]heptane FC(S(=O)(=O)C1=CC=C(C=C1)CN1CC2(C1)CNC2)(F)F